P(=O)(O)(O)OC1=CC=C(COC(=O)N2N=C(NN=C2C#CCC)C2=CC=CC=C2)C=C1.NC=1C(=NC=CC1C(C)=O)C(C)C 1-(3-amino-2-isopropylpyridin-4-yl)ethane-1-one 4-(Phosphonooxy)benzyl-6-(butynyl)-3-phenyl-1,2,4,5-tetrazine-1(4H)-carboxylate